C(#N)C=1C(=C(C=CC1)C=1C=C2C(=C(C=NC2=CC1)C1=CC(=CC(=C1)F)F)N1CC(CCC1)C(=O)O)OCOC 1-{6-[3-cyano-2-(methoxymethoxy)phenyl]-3-(3,5-difluorophenyl)quinolin-4-yl}piperidine-3-carboxylic acid